[N-](S(=O)(=O)C(F)(F)F)S(=O)(=O)C(F)(F)F.C(CCCCCCC\C=C/CCCCCCCC)[N+](CCO)(CCO)CC oleyl-ethyl-bis(2-hydroxyethyl)ammonium bis(trifluoromethanesulfonyl)imide